benzeneboronic acid C1(=CC=CC=C1)B(O)O